C1=C(C=CC2=CC=CC=C12)C1=CC=C(C=C1)N(C=1C=C(C(=CC1)C1=CC=C(C=C1)C1=CC=CC2=CC=CC=C12)C1=CC=CC=C1)C1=CC=C(C=C1)C1=CC2=CC=CC=C2C=C1 bis{4-(naphthalen-2-yl)phenyl}-{4-(naphthalen-1-yl)-1,1':2',1''-terphenyl-4'-yl}amine